ClC1=CNC2=NC=C(C=C21)C=2C=C1N(N2)CCC12CCNCC2 2'-(3-chloro-1H-pyrrolo[2,3-b]pyridin-5-yl)-5',6'-dihydrospiro[piperidine-4,4'-pyrrolo[1,2-b]pyrazole]